2-(hydroxymethyl)butyric acid OCC(C(=O)O)CC